C(#N)C1=C(C=NC=C1)C1=NC(=CC=C1)C(=O)NC=1C(=NN(C1)C)C1=NC=CC=C1 l-4'-cyano-N-(1-methyl-3-(pyridin-2-yl)-1H-pyrazol-4-yl)-[2,3'-bipyridine]-6-carboxamide